1-(4-bromo-3-methyl-1-phenyl-1H-pyrazol-5-yl)-3-((3S,4R)-4-(3,4-difluorophenyl)-1-(2-methoxyethyl)pyrrolidin-3-yl)guanidine dihydrochloride Cl.Cl.BrC=1C(=NN(C1NC(=N)N[C@@H]1CN(C[C@H]1C1=CC(=C(C=C1)F)F)CCOC)C1=CC=CC=C1)C